C(C)(C)(C)NC1CNCC1 tert-Butyl-pyrrolidin-3-yl-amine